C(C1=CC=CC=C1)OC(=O)N1C(C(C(CCC1)=O)C=O)O[Si](C1=CC=CC=C1)(C1=CC=CC=C1)C(C)(C)C ((tert-butyldiphenylsilyl)oxy)-3-formyl-4-oxoazepane-1-carboxylic acid benzyl ester